9-methylheptadecanyl-succinic anhydride CC(CCCCCCCCC1C(=O)OC(C1)=O)CCCCCCCC